methyl (2R)-2,3-dihydroxypropanoate O[C@@H](C(=O)OC)CO